(dodecyl)ammonium tetrakis(4-chlorophenyl)borate ClC1=CC=C(C=C1)[B-](C1=CC=C(C=C1)Cl)(C1=CC=C(C=C1)Cl)C1=CC=C(C=C1)Cl.C(CCCCCCCCCCC)[NH3+]